CC1(CN(CCN1)C1=CC=CC(=N1)C1=NC2=CC(=NC=C2C=C1)CNC(C1=CN=CC(=C1)S(=O)(=O)C)=O)C N-((2-(6-(3,3-dimethylpiperazin-1-yl)pyridin-2-yl)-1,6-naphthyridin-7-yl)methyl)-5-(methylsulfonyl)nicotinamide